C=1C(CC=C2C=CC=CC12)=O 2(3H)-naphthalenone